Trans-Ethyl-2-[1-(4-fluoro-3-methyl-phenyl)-5-(methoxymethoxy)-2-tetrahydropyran-4-yl-indol-3-yl]cyclopropane-carboxylate C(C)OC(=O)[C@H]1[C@@H](C1)C1=C(N(C2=CC=C(C=C12)OCOC)C1=CC(=C(C=C1)F)C)C1CCOCC1